N-((2S,3S)-4-(4-(benzylthio)phenylamino)-3-hydroxy-1-phenylbutan-2-yl)4-fluorobenzamide C(C1=CC=CC=C1)SC1=CC=C(C=C1)NC[C@@H]([C@H](CC1=CC=CC=C1)NC(C1=CC=C(C=C1)F)=O)O